3-Bromo-7-chloro-imidazo[1,2-a]pyridine-8-carbonitrile BrC1=CN=C2N1C=CC(=C2C#N)Cl